ClC=1C=CC2=C(C=C(O2)C(=O)N[C@@H]2CC[C@H](CC2)CNC(COC2=CC(=C(C=C2)Cl)F)=O)C1 trans-5-chloro-N-(4-((2-(4-chloro-3-fluorophenoxy)acetamido)methyl)cyclohexyl)benzofuran-2-carboxamide